4-((8-(2-chloro-4-(2-(piperazin-1-yl)ethoxy)phenyl)-6-(1-methylcyclopropoxy)-9H-purin-9-yl)methyl)-5-methylthiazole ClC1=C(C=CC(=C1)OCCN1CCNCC1)C=1N(C2=NC=NC(=C2N1)OC1(CC1)C)CC=1N=CSC1C